BrC=1C(=C2C=NN(C2=CC1)CCOC)F 5-bromo-4-fluoro-1-(2-methoxyethyl)indazole